2-((3aS,5S,6aR)-5-(2,4-difluorophenoxy)-3a-hydroxycyclopenta[c]pyrrol-2(1H)-yl)-1-(1-(tetrahydro-2H-pyran-2-yl)-1H-indazol-5-yl)ethan-1-one FC1=C(OC2=C[C@@]3(C(CN(C3)CC(=O)C=3C=C4C=NN(C4=CC3)C3OCCCC3)=C2)O)C=CC(=C1)F